1,3-bis-(tert-butylperoxyisopropyl)benzene ethyl-2-(7-fluoro-4-oxo-2,3-dihydro-1H-naphthalen-2-yl)acetate C(C)OC(CC1CC2=CC(=CC=C2C(C1)=O)F)=O.C(C)(C)(C)OOC(C)(C)C1=CC(=CC=C1)C(C)(C)OOC(C)(C)C